ethyl 2-(bis(3-methoxybenzyl)amino)pyrimidine-5-carboxylate COC=1C=C(CN(C2=NC=C(C=N2)C(=O)OCC)CC2=CC(=CC=C2)OC)C=CC1